The molecule is a lignan with a dibenzocyclooctadiene skeleton isolated from Kadsura ananosma It has a role as a metabolite and a plant metabolite. It is an acetate ester, a benzoate ester, an aromatic ether, a lignan, an organic heterotetracyclic compound and an oxacycle. C[C@H]1[C@H]([C@H](C2=CC3=C(C(=C2C4=C(C(=C(C=C4[C@@H]1OC(=O)C)OC)OC)OC)OC)OCO3)OC(=O)C5=CC=CC=C5)C